2-(methoxymethyl)-N-methyl-2,3-dihydrobenzofuran-4-carboxamide COCC1OC=2C(C1)=C(C=CC2)C(=O)NC